1,1,1,2,2,3,3,7,7,8,8,9,9,9-tetradecafluoro-4,6-nonanedione FC(C(C(C(CC(C(C(C(F)(F)F)(F)F)(F)F)=O)=O)(F)F)(F)F)(F)F